3-chlorobenzo[d]Isothiazole ClC1=NSC2=C1C=CC=C2